N4-(3-(4-methoxyphenyl)isoxazol-5-yl)-N2-methylpyrimidine-2,4-diamine COC1=CC=C(C=C1)C1=NOC(=C1)NC1=NC(=NC=C1)NC